(R)-N-(1-(6-ethynyl-5-oxo-4-phenyl-4,5-dihydro-2H-furo[4,3,2-de]isoquinolin-3-yl)ethyl)-2-((N-methylsulfamoyl)amino)pyrazolo[1,5-a]pyrimidine-3-carboxamide C(#C)C1=CC=C2C=3C(=C(N(C(C13)=O)C1=CC=CC=C1)[C@@H](C)NC(=O)C=1C(=NN3C1N=CC=C3)NS(NC)(=O)=O)CO2